N[C@@H]1CN(CC1)C1=C(C(=C(C(=N1)SC(C(=O)N)C1=CC=CC=C1)C#N)C1CC1)C#N 2-({6-[(3S)-3-aminopyrrolidin-1-yl]-3,5-dicyano-4-cyclopropylpyridin-2-yl}sulfanyl)-2-phenylacetamide